C(C(=C)C)(=O)OC1C(CCCC1)=O 2-oxo-cyclohexyl methacrylate